N,N'-distearoyl-isophthalamide C(CCCCCCCCCCCCCCCCC)(=O)NC(C1=CC(C(=O)NC(CCCCCCCCCCCCCCCCC)=O)=CC=C1)=O